tetraphenyl-Palladium C1(=CC=CC=C1)[Pd](C1=CC=CC=C1)(C1=CC=CC=C1)C1=CC=CC=C1